C(CCCCC)N1CN(C2=C1C=CC=C2)C 1-hexyl-3-methylbenzimidazole